ClC=1C=C(C=CC1F)NC(=O)C=1C=2CC[C@@H](C2C(=CC1)F)NC1=NC=CC=N1 (S)-N-(3-chloro-4-fluorophenyl)-7-fluoro-1-(pyrimidin-2-ylamino)-2,3-dihydro-1H-indene-4-carboxamide